Acetyloxymethyl acetate C(C)(=O)OCOC(C)=O